C1(CCCC1)OC1=NC(=CC2=CN=C(C=C12)N[C@@H]1CNCCC1)C#N (S)-1-(cyclopentyloxy)-7-(piperidin-3-ylamino)-2,6-naphthyridine-3-carbonitrile